tert-butyl (R)-(1-(2-aminoethoxy)propan-2-yl)carbamate NCCOC[C@@H](C)NC(OC(C)(C)C)=O